6-(4-(oxetan-3-yl)piperazin-1-yl)quinoline-2-carbaldehyde O1CC(C1)N1CCN(CC1)C=1C=C2C=CC(=NC2=CC1)C=O